COC(=O)C=1N=C(SC1C)C1=CC2=C(S1)C(=CC(=C2)OC(C)C)C#N 2-(7-cyano-5-isopropoxybenzo[b]thiophen-2-yl)-5-methylthiazole-4-carboxylic acid methyl ester